6-ETHYNYLPICOLINALDEHYDE C(#C)C1=CC=CC(=N1)C=O